2-(p-vinylphenyl)ethylmethyldimethoxysilane C(=C)C1=CC=C(C=C1)CC[Si](OC)(OC)C